4-((1-((2,4-Dichlorophenyl)sulfonyl)-3-((((trans)-3-hydroxycyclobutyl)amino)methyl)azetidin-3-yl)methoxy)-2-fluorobenzonitrile hydrochloride Cl.ClC1=C(C=CC(=C1)Cl)S(=O)(=O)N1CC(C1)(CN[C@@H]1C[C@H](C1)O)COC1=CC(=C(C#N)C=C1)F